2,6-dichloro-3,5-dibromoisopropoxybenzene ClC1=C(C(=C(C=C1Br)Br)Cl)OC(C)C